CCC(CC(=O)OOC(C)C)=O.CCC(CC(=O)OOC(C)C)=O.[Zr] zirconium di(isopropoxy) bis(methylacetoacetate)